C1(CC(CC(C1)C(=O)[O-])C(=O)[O-])C(=O)[O-] cyclohexane-1,3,5-tricarboxylate